F[B-](F)(F)F.CN(C(=[N+](C)C)O)C tetramethyl-uronium tetrafluoroborate